ClC1=CC=C(C=C1)N1N=C(C=C1)C=O 1-(4-Chlorophenyl)-1H-pyrazole-3-carbaldehyde